FC=1C=2N(C=C(C1)NC(=O)C1=CC=C(C3=CN(N=C13)C)C1=C[C@@H](N([C@@H](C1)C)C(=O)OC(C)(C)C)C)C=C(N2)C tert-butyl (cis)-4-[7-([8-fluoro-2-methylimidazo[1,2-a]pyridin-6-yl]carbamoyl)-2-methylindazol-4-yl]-2,6-dimethyl-5,6-dihydro-2H-pyridine-1-carboxylate